N[C@H](C(=O)OC)CC=1C=CC(=C2CCCOC12)C1=C(C=C(C=C1Cl)F)Cl methyl (S)-2-amino-3-(5-(2,6-dichloro-4-fluorophenyl)chroman-8-yl)propanoate